CN1C2=CC=CC=C2C=2C=CC(=CC12)S(=O)(=O)NC1=C(C=CC=C1)C#CC=1C=CC=NC1 5-{2-[2-(9-Methyl-9H-carbazol-2-sulfonamido)phenyl]ethynyl}pyridin